2,4-bis(trichloromethyl)-6-[2-(3-methoxy-5-propoxyphenyl)ethenyl]-s-triazine ClC(C1=NC(=NC(=N1)C(Cl)(Cl)Cl)C=CC1=CC(=CC(=C1)OCCC)OC)(Cl)Cl